BrC=1C(=CC2=C(C(N(CCO2)C)=O)C1)F 7-Bromo-8-fluoro-4-methyl-2,3-dihydro-1,4-benzoxazepin-5-one